Tert-butyl (2-(((5,5-difluoro-3-(2-oxaspiro[5.5]undecan-9-yl)-5,6-dihydro-4H-pyrrolo[1,2-b]pyrazol-2-yl)methyl)(methyl)amino)ethyl)(methyl)carbamate FC1(CC=2N(N=C(C2C2CCC3(CCCOC3)CC2)CN(CCN(C(OC(C)(C)C)=O)C)C)C1)F